(2R)-2-(benzyloxymethyl)-1-ethyl-pyrrolidine C(C1=CC=CC=C1)OC[C@@H]1N(CCC1)CC